((3S,5R)-1-(6-(6-(Difluoromethyl)imidazo[1,2-b]pyridazin-3-yl)pyrimidin-4-yl)-5-(trifluoromethyl)piperidin-3-yl)methanol FC(C=1C=CC=2N(N1)C(=CN2)C2=CC(=NC=N2)N2C[C@H](C[C@H](C2)C(F)(F)F)CO)F